BrCC1=C(C(=CC(=C1)C(C)(C)C)C(C)(C)C)O 2-bromomethyl-4,6-di-t-butylphenol